CN(CC(=O)N1CCC(=CC1)C1=CC=C(CN2C=CC3=CC(=CC=C23)N2N=C(C=C2C)C(=O)N)C=C1)C 1-(1-(4-(1-(Dimethylglycyl)-1,2,3,6-tetrahydropyridin-4-yl)benzyl)-1H-indol-5-yl)-5-methyl-1H-pyrazol-3-carboxamid